2-(4-Isopropylbenzyl)-2H-indazole-6-carboxylic acid methyl ester COC(=O)C=1C=CC2=CN(N=C2C1)CC1=CC=C(C=C1)C(C)C